3-Benzyl-6-carboxyethyl-2,5-diketopiperazin C(C1=CC=CC=C1)C1C(NC(C(N1)=O)CCC(=O)O)=O